FC1=C2C=NNC2=CC(=C1)[C@]1(CC12CC2)C#N |r| racemic-1-(4-fluoro-1H-indazol-6-yl)spiro[2.2]pentane-1-carbonitrile